2-[(2-chloro-3-fluoro-benzoyl)amino]-4-[(2-fluoro-3-methoxy-propyl)-[4-(5,6,7,8-tetrahydro-1,8-naphthyridin-2-yl)butyl]amino]butanoic acid ClC1=C(C(=O)NC(C(=O)O)CCN(CCCCC2=NC=3NCCCC3C=C2)CC(COC)F)C=CC=C1F